[1-amino]-6-[(5-methyl-1H-pyrazol-3-yl)amino]pyridine NN1CC=CC=C1NC1=NNC(=C1)C